8-((1S,2S,4R)-bicyclo[2.2.1]heptan-2-yl)-2-(methylsulfinyl)-7-oxo-7,8-dihydropyrido[2,3-d]pyrimidine-6-carbonitrile [C@H]12[C@H](C[C@H](CC1)C2)N2C(C(=CC1=C2N=C(N=C1)S(=O)C)C#N)=O